The molecule is a pentacyclic triterpenoid that is friedelane substituted by hydroxy groups at positions 28 and 29 and an oxo group at position 3. Isolated from the stems of Maytenus diversifolia, it exhibits potent cytotoxicity against the A-549 lung carcinoma cells. It has a role as a metabolite. It is a pentacyclic triterpenoid, a diol and a cyclic terpene ketone. It derives from a hydride of a friedelane. C[C@H]1C(=O)CC[C@@H]2[C@@]1(CC[C@H]3[C@]2(CC[C@@]4([C@@]3(CC[C@@]5([C@H]4C[C@](CC5)(C)CO)CO)C)C)C)C